(S,E)-N-(1-cyclopropyl-3-(methylsulfonyl)allyl)-2-(ethyl(methyl)amino)-4-phenoxypyrimidine-5-carboxamide C1(CC1)[C@@H](\C=C\S(=O)(=O)C)NC(=O)C=1C(=NC(=NC1)N(C)CC)OC1=CC=CC=C1